6-(2,3-difluoro-4-methoxy-phenyl)-5-[4-[(3S)-1-(3-fluoropropyl)pyrrolidin-3-yl]oxyphenyl]-8,9-dihydro-7H-benzo[7]annulen-2-ol FC1=C(C=CC(=C1F)OC)C1=C(C2=C(CCC1)C=C(C=C2)O)C2=CC=C(C=C2)O[C@@H]2CN(CC2)CCCF